C1(=CC=CC=C1)N1N=CC2=C1NC(C[C@@H]2C2=CC=CC=C2)=O (R)-1,4-diphenyl-1,4,5,7-tetrahydro-6H-pyrazolo[3,4-b]pyridin-6-one